NCCS(=O)(=O)O.[Na] sodium taurine